iron triboron [B].[B].[B].[Fe]